[Cl-].C(C)OC(C[NH3+])=O 2-ethoxy-2-oxoethan-1-aminium chloride